1-methyl-4-bromo-5-phenylpyridin-2-one CN1C(C=C(C(=C1)C1=CC=CC=C1)Br)=O